6-(4-fluoro-2-methyl-3a,7a-dihydro-1,3-benzoxazol-6-yl)-2-(piperidin-4-yl)-3,4-dihydroisoquinolin-1-one FC1=CC(=CC2C1N=C(O2)C)C=2C=C1CCN(C(C1=CC2)=O)C2CCNCC2